racemic-1-(oxetan-3-yl)-3-[2,2,2-trifluoro-1-methyl-ethoxy]pyrazol-4-amine O1CC(C1)N1N=C(C(=C1)N)O[C@@H](C(F)(F)F)C |r|